(RS)-2-(4-chlorophenyl)-2-(1H-1,2,4-triazol-1-ylmethyl)hexanenitrile ClC1=CC=C(C=C1)[C@](C#N)(CCCC)CN1N=CN=C1 |r|